2-(4-(4-(aminomethyl)-8-chloro-1-oxo-1,2-dihydrophthalazin-6-yl)-1-methyl-1H-pyrazol-5-yl)-3-fluoro-1-naphthonitrile NCC1=NNC(C2=C(C=C(C=C12)C=1C=NN(C1C1=C(C2=CC=CC=C2C=C1F)C#N)C)Cl)=O